BrC=1C=NN(C1)C=1C=NN2C1N=C(C=C2)N2[C@H](CCC2)C2=NC=CC=C2F (R)-3-(4-bromo-1H-pyrazol-1-yl)-5-(2-(3-fluoropyridin-2-yl)pyrrolidin-1-yl)pyrazolo[1,5-a]pyrimidine